2-[(1-methyl-1H-pyrazol-4-yl)amino]-4-[(pyridin-2-ylmethyl)amino]pyrimidin-5-carboxamide CN1N=CC(=C1)NC1=NC=C(C(=N1)NCC1=NC=CC=C1)C(=O)N